C(C)(C)(C)OC(=O)N1C(=CC2=CC=C(C=C12)CN=[N+]=[N-])CN1CCC(CC1)(C)C 6-(azidomethyl)-2-((4,4-dimethylpiperidin-1-yl)methyl)-1H-indole-1-carboxylic acid tert-butyl ester